(S)-tert-butyl hexahydropyridazine-3-carboxylate N1N[C@@H](CCC1)C(=O)OC(C)(C)C